CC1=CC=C(C=C1)S(=O)(=O)O.N[C@@H](CC1=CNC2=CC=CC=C12)C(=O)O tryptophan p-toluenesulfonate